2,5-dichloroaniline-4-sulfonic acid sodium salt [Na+].ClC1=C(N)C=C(C(=C1)S(=O)(=O)[O-])Cl